(3S,5R)-1-(((9H-fluoren-9-yl)methoxy)carbonyl)-5-carboxy-N,N-dimethylpyrrolidin-3-aminium 2,2,2-trifluoroacetate FC(C(=O)[O-])(F)F.C1=CC=CC=2C3=CC=CC=C3C(C12)COC(=O)N1C[C@H](C[C@@H]1C(=O)O)[NH+](C)C